Cl.NO Hydroxylamine hydrogen chloride